α-butyrolactone C1(C(CC)O1)=O